6-(bromomethyl)pteridine-2,4-diamine BrCC=1N=C2C(=NC(=NC2=NC1)N)N